methyl-propanal phosphonate P(O)(O)=O.CC(C=O)C